C(CCCCCCC\C=C/CC)CC(=O)O.CC=1C(=CC=C2C(=CC(OC12)=O)N)OCCBr 8-methyl-4-amino-7-(2-bromoethoxy)coumarin Z-9-dodecen-1-yl-acetate